O1CCC(CC1)N1CC2(CC1)CCNCC2 2-tetrahydropyran-4-yl-2,8-diazaspiro[4.5]decane